[phenyl-(2,2,2-trifluoroacetyl)oxy-λ3-iodanyl] 2,2,2-trifluoroacetate FC(C(=O)OI(OC(C(F)(F)F)=O)C1=CC=CC=C1)(F)F